9-methoxy-N-(propan-2-yl)-8-[3-(pyrrolidin-1-yl)propoxy]benzo[h]1,6-naphthyridin-5-amine formate C(=O)O.COC1=CC2=C(N=C(C=3C=CC=NC23)NC(C)C)C=C1OCCCN1CCCC1